NC1CCN(CC1)CCC#CC1=CC2=C(N(C(N2C)=O)C2C(NC(CC2)=O)=O)C=C1 3-[5-[4-(4-Amino-1-piperidyl)but-1-ynyl]-3-methyl-2-oxo-benzimidazol-1-yl]piperidine-2,6-dione